ClC1=C(C=NC(=C1F)SC)C(=O)OC1CCCCC1 cyclohexyl 4-chloro-5-fluoro-6-(methylsulfanyl)pyridine-3-carboxylate